ClC=1C=C2C=C(C(NC2=CC1)=O)CNC1=CC=C(NC1=O)C#N 5-{[(6-chloro-2-oxo-1,2-dihydroquinolin-3-yl)methyl]amino}-6-oxo-1,6-dihydropyridine-2-carbonitrile